C(C)O[Si](CCCSSSSCCC[Si](OCC)(OCC)OCC)(OCC)OCC bis-(3-(triethoxy) silylpropyl) tetrasulfide